FC(C=1C(NC(N(N1)C1=CC(=C(C(=C1)C)OC1=NC=C(C(=C1)SCC1=CC=C(C=C1)OC)OCOC)C)=O)=O)F 6-(difluoromethyl)-2-[4-[[5-(methoxymethoxy)-4-[(4-methoxyphenyl)methylsulfanyl]-2-pyridyl]oxy]-3,5-dimethyl-phenyl]-1,2,4-triazine-3,5-dione